perfluoropentyl-1,1,2,2-tetrafluoroethylether FC(C(C(C(C(F)(F)F)(F)F)(F)F)(F)F)(C(C(F)(F)OC(C(C(C(C(C(C(F)(F)F)(F)F)(F)F)(F)F)(F)F)(F)F)(F)F)(F)F)F